(R)-1-cyano-N-(1-(3-cyanophenyl)-1H-1,2,4-triazol-3-yl)-3-fluoropiperidine-3-carboxamide C(#N)N1C[C@](CCC1)(C(=O)NC1=NN(C=N1)C1=CC(=CC=C1)C#N)F